6-cyclohexylmethyloxy-5-nitroso-pyrimidine-2,4-diamine C1(CCCCC1)COC1=C(C(=NC(=N1)N)N)N=O